ClC=1C(=NN2C1N=C(C=C2)C=2C=C1CN(C(C1=CC2)=O)[C@@H]2C(NC(CC2)=O)=O)CN2CCOCC2 (S)-3-(5-(3-chloro-2-(morpholinomethyl)pyrazolo[1,5-a]pyrimidin-5-yl)-1-oxoisoindolin-2-yl)piperidine-2,6-dione